ClC1=CC=C(C=C1)C1=NN=C(C2=CC=CC=C12)NC1C(N(CC1)C)=O 3-((4-(4-chlorophenyl)phthalazin-1-yl)amino)-1-methylpyrrolidin-2-one